FC=1C(=CC=2C3=C(NC(C2C1)=O)C(OC[C@H]3N(C(=O)C=3NC1=CC(=C(C=C1C3)F)F)C)O)F N-((1S)-8,9-Difluoro-4-hydroxy-6-oxo-1,4,5,6-tetrahydro-2H-pyrano[3,4-c]isoquinolin-1-yl)-5,6-difluoro-N-methyl-1H-indole-2-carboxamide